(E)-4-chloro-2-{[(1-hydroxy-3-methylbutane-2-yl)imino]methyl}phenol ClC1=CC(=C(C=C1)O)/C=N/C(CO)C(C)C